[C@@H]1(C[C@H](O)[C@@H](CO)O1)N1C(=O)NC(=O)C(C)=C1 (3H)-thymidine